diphenyl (propane-2,2-diylbis(4,1-phenylene)) bis(carbonate) C(OC1=CC=CC=C1)(OC1=CC=C(C=C1)C(C)(C)C1=CC=C(C=C1)OC(OC1=CC=CC=C1)=O)=O